isopropyl 2-(3-((4-(pyridazin-3-yl)phenyl)amino)phenyl)-1H-benzo[d]imidazole-6-carboxylate N1=NC(=CC=C1)C1=CC=C(C=C1)NC=1C=C(C=CC1)C1=NC2=C(N1)C=C(C=C2)C(=O)OC(C)C